N-({4-[5-(trifluoromethyl)pyridine-2-sulfonyl]phenyl}methyl)imidazo[1,2-a]pyridine-6-carboxamide FC(C=1C=CC(=NC1)S(=O)(=O)C1=CC=C(C=C1)CNC(=O)C=1C=CC=2N(C1)C=CN2)(F)F